NC1=C(N=CC(=N1)N1CCC2(CC1)C(CC=1C=NC=CC12)N)SC1=C(C(=NC=C1)N)Cl 1'-(6-amino-5-((2-amino-3-chloropyridin-4-yl)thio)pyrazin-2-yl)-6,7-dihydrospiro[cyclopenta[c]pyridine-5,4'-piperidin]-6-amine